ClC1=C(C=C(C(=C1)F)C1=NC=NC2=CC(=CC=C12)N1CCOCC1)C(O)C=1N=NC=CC1 [2-Chloro-4-fluoro-5-(7-morpholin-4-yl-quinazolin-4-yl)phenyl]-pyridazin-3-ylmethanol